methyl (Z)-1-(4-amino-2-fluorobut-2-en-1-yl)-4-(4-(N-(tert-butyl)sulfamoyl)phenyl)-2-methyl-1H-benzo[d]imidazol-6-carboxylate NC\C=C(\CN1C(=NC2=C1C=C(C=C2C2=CC=C(C=C2)S(NC(C)(C)C)(=O)=O)C(=O)OC)C)/F